tert-Butyl 5,7-difluoro-6-(4,4,5,5-tetramethyl-1,3,2-dioxaborolan-2-yl)-1,2,3,4-tetrahydronaphthalen-1-yl(methyl)carbamate FC1=C2CCCC(C2=CC(=C1B1OC(C(O1)(C)C)(C)C)F)N(C(OC(C)(C)C)=O)C